1,1,1,3,3,3-hexafluoropropan-2-yl (R or S)-1-(2-cyclopropyl-5,6,7,8-tetrahydropyrido[4,3-d]pyrimidine-6-carbonyl)-6-azaspiro[2.5]octane-6-carboxylate C1(CC1)C=1N=CC2=C(N1)CCN(C2)C(=O)[C@@H]2CC21CCN(CC1)C(=O)OC(C(F)(F)F)C(F)(F)F |o1:15|